ClC1=CC=2N(C=C1)N=CC2C2=CC=CC(=N2)N2CCN(CC2)C(=O)OC(C)(C)C tert-butyl 4-(6-(5-chloropyrazolo[1,5-a]pyridin-3-yl)pyridin-2-yl)piperazine-1-carboxylate